OCC1=CC=CC=N1 6-hydroxymethylpyridine